(E)-4-(3-Chloro-2-(1-ethyl-3-(trifluoromethyl)-1H-pyrazol-4-yl)phenyl)-6-(4-(dimethylamino)but-2-enoyl)-4,5,6,7-tetrahydrothieno[2,3-c]pyridine-2-carbonitrile ClC=1C(=C(C=CC1)C1C2=C(CN(C1)C(\C=C\CN(C)C)=O)SC(=C2)C#N)C=2C(=NN(C2)CC)C(F)(F)F